5-((4-(2-(methyl-2-pyridinylamino)ethoxy)phenyl)methyl)-2,4-thiazolidinedione Disodium Biphenyldisulfonate C1(=C(C(=CC=C1)S(=O)(=O)[O-])S(=O)(=O)[O-])C1=CC=CC=C1.[Na+].[Na+].CN(CCOC1=CC=C(C=C1)CC1C(NC(S1)=O)=O)C1=NC=CC=C1